C1(=CCCC1)C=1NN2C(=CC(C=C2)=O)C1 2-cyclopentenyl-5-oxopyrazolo[1,5-a]pyridin